N-(4-tert-butylcyclohexyl)-3,5-bis-[4-isopropylcyclohexylcarbonylamino]-benzamide C(C)(C)(C)C1CCC(CC1)NC(C1=CC(=CC(=C1)NC(=O)C1CCC(CC1)C(C)C)NC(=O)C1CCC(CC1)C(C)C)=O